2-((3-(2-(diallylamino)ethyl)-1H-indol-7-yl)oxy)-6-(hydroxymethyl)tetrahydro-2H-pyran-3,4,5-triol C(C=C)N(CCC1=CNC2=C(C=CC=C12)OC1OC(C(C(C1O)O)O)CO)CC=C